1-methyl-3-(2-methyl-3-(4,4,5,5-tetramethyl-1,3,2-dioxaborolan-2-yl)phenyl)quinazoline-2,4(1H,3H)-dione CN1C(N(C(C2=CC=CC=C12)=O)C1=C(C(=CC=C1)B1OC(C(O1)(C)C)(C)C)C)=O